5-((4-(((S)-2-hydroxy-1-phenylethyl)amino)-5-(3-(2-hydroxypropan-2-yl)-1,2,4-oxadiazol-5-yl)pyrimidin-2-yl)amino)-3-methylisoindolin-1-one OC[C@H](C1=CC=CC=C1)NC1=NC(=NC=C1C1=NC(=NO1)C(C)(C)O)NC=1C=C2C(NC(C2=CC1)=O)C